[OH-].C[NH3+] methyl-ammonium hydroxide